C(C)(=O)C1=CC=C(S1)C=1C=C(C=2N=CN=C(C2N1)N[C@@H]1CNC[C@H](C1)F)C(=O)N 6-(5-Acetylthiophen-2-yl)-4-(((3S,5S)-5-fluoropiperidin-3-yl)amino)pyrido[3,2-d]pyrimidine-8-carboxamide